(S,E)-tert-butyl((2-(4,8-dimethylnona-3,7-dien-1-yl)-2,5,7,8-tetramethyl-chroman-6-yl)oxy)dimethylsilane C(C)(C)(C)[Si](C)(C)OC=1C(=C2CC[C@](OC2=C(C1C)C)(C)CC\C=C(\CCC=C(C)C)/C)C